4-(3-Methylazetidin-3-yl)morpholine hydrochloride Cl.CC1(CNC1)N1CCOCC1